6-bromo-8-(5-methyl-1H-indazol-4-yl)-[1,2,4]triazolo[1,5-a]pyridine-7-carbonitrile BrC=1C(=C(C=2N(C1)N=CN2)C2=C1C=NNC1=CC=C2C)C#N